OC1=C(C(/C=C/C2=CC=C(C=C2)SC)=O)C=CC=C1 2'-Hydroxy-4-(methylthio)chalcone